F[P-](F)(F)(F)(F)F.C(C)(C)(C)C1=CC=C(C=C1)[I+]C1=CC=C(C=C1)C(C)(C)C bis(4-tertiary butylphenyl)iodonium hexafluorophosphate